C(C#C)NC(=O)C(=O)O [(PROP-2-YN-1-YL)CARBAMOYL]FORMIC ACID